6-bromo-N-[(2-fluorophenyl)methyl]-1H-indazol-5-amine BrC1=C(C=C2C=NNC2=C1)NCC1=C(C=CC=C1)F